FC=1[C@@H](O[C@@H](C1)CO)N1C(NC(C(=C1)C)=O)=O 1-((2R,5S)-3-fluoro-5-(hydroxymethyl)-2,5-dihydrofuran-2-yl)-5-methylpyrimidine-2,4(1H,3H)-dione